1,6-dimethyl-6,7-dihydro-1H-imidazo[4,5-c]pyridine-5,6(4H)-dicarboxylic acid 5-tert-butyl 6-methyl ester COC(=O)C1(CC2=C(CN1C(=O)OC(C)(C)C)N=CN2C)C